((3,5,6-trifluoropyridin-2-yl)oxy)methyl-1H-indazole FC=1C(=NC(=C(C1)F)F)OCN1N=CC2=CC=CC=C12